6-((6-methoxy-2-methyl-1,2,3,4-tetrahydroisoquinolin-7-yl)amino)-2,4,9-trimethyl-4,9-dihydro-10H-pyrimido[5,4-b]thiazolo[5,4-e][1,4]diazepin-10-one COC=1C=C2CCN(CC2=CC1NC=1N=CC=2N(C(C3=C(N(C2N1)C)SC(=N3)C)=O)C)C